P(=O)(OC[C@@H](COCCCCCCCCCCCCCCCCCC)OCC1=CC=C(C=C1)C1=CC=CC=C1)(OC1=CC=C(C=C1)[N+](=O)[O-])OC1=CC=C(C=C1)[N+](=O)[O-] (R)-2-([1,1'-biphenyl]-4-ylmethoxy)-3-(octadecyloxy)propyl bis(4-nitrophenyl) phosphate